FC(C(=O)O)(F)F.CNC(CC(C)C)=O N,3-dimethylbutanamide 2,2,2-trifluoroacetate